2-methyl-6-(((S)-tetrahydrofuran-3-yl)oxy)quinazolin-7-carbonitrile CC1=NC2=CC(=C(C=C2C=N1)O[C@@H]1COCC1)C#N